C(CCCCCCCCCCCCCCCCC)OP(=O)([O-])[O-].[Zn+2] zinc stearyl-phosphate salt